2-[(Z)-7-hexadecenyl]oxirane C(CCCCC\C=C/CCCCCCCC)C1OC1